methyl 3-((1R,2S)-2-(((benzyloxy)carbonyl)-amino)cyclobutyl)-2-diazo-3-oxopropanoate C(C1=CC=CC=C1)OC(=O)N[C@@H]1[C@@H](CC1)C(C(C(=O)OC)=[N+]=[N-])=O